CC1=CNC=2C1=C1C=CNC1=C(C2)C 1,5-dimethyl-3,6-dihydropyrrolo[3,2-e]indole